(±)-ethyl 2-[4-[3-[tert-butylsulfinyl(2-trimethylsilylethoxymethyl)amino] oxetan-3-yl]-3-chloro-phenyl]acetate C(C)(C)(C)[S@@](=O)N(C1(COC1)C1=C(C=C(C=C1)CC(=O)OCC)Cl)COCC[Si](C)(C)C |r|